1-[(7RS)-2-(4-fluorophenyl)-7-(hydroxymethyl)-3-(pyridin-4-yl)-6,7-dihydropyrazolo[1,5-a]pyrazin-5(4H)-yl]prop-2-en-1-one FC1=CC=C(C=C1)C1=NN2C(CN(C[C@@H]2CO)C(C=C)=O)=C1C1=CC=NC=C1 |r|